C(=CCCCCCC)N[C@H](C)C(=O)O R-octenyl-alanine